C(C)(C)(C)OC(=O)O[C@@H]1[C@H]([C@H](N(C1)C(=O)OC(C)(C)C)CC1=CC=C(C=C1)OC)OC(CC1COC1)=O tert-butyl (2R,3S,4S)-4-[(tert-butoxycarbonyl)oxy]-2-[(4-methoxyphenyl)methyl]-3-{[2-(oxetan-3-yl)acetyl]oxy}pyrrolidine-1-carboxylate